C(CCCCCCCCCCCCCCCCCCC)(=O)O.OCC(O)CO glycerin eicosanoate